C(C)(=O)OC(C)C(CCC1=C(CCCC1(C)C)C)=C 3-Methylene-5-(2,6,6-trimethylcyclohex-1-en-1-yl)pentan-2-yl acetate